(2-((1-(cis-4-cyanocyclohexyl)-1H-pyrazol-4-yl)amino)-5-methylpyrimidin-4-yl)benzoic acid C(#N)[C@H]1CC[C@H](CC1)N1N=CC(=C1)NC1=NC=C(C(=N1)C1=C(C(=O)O)C=CC=C1)C